FC=1C(=C(C=O)C=C(C1)F)I 3,5-difluoro-2-iodobenzaldehyde